N-(5-methoxy-6-(2-pyridinyl-methoxy)pyridazin-3-yl)-5-(methoxymethyl)isoxazole-3-carboxylic acid COC=1C=C(N=NC1OCC1=NC=CC=C1)N1OC(=CC1C(=O)O)COC